2-(m-cyanophenyl)quinazoline C(#N)C=1C=C(C=CC1)C1=NC2=CC=CC=C2C=N1